N1(CCNCC1)C1=CC(=C(C(=O)N)C=C1)NC1CCOCC1 4-(piperazin-1-yl)-2-((tetrahydro-2H-pyran-4-yl)amino)benzamide